CC(C)(C)[O-].[Zr+4].CC(C)(C)[O-].CC(C)(C)[O-].CC(C)(C)[O-] zirconium(IV) tertbutoxide